CN[C@H](C(=O)O)CC=C1CCOCC1 (2S)-2-(methylamino)-4-tetrahydropyran-4-ylidene-butanoic acid